6-chloro-8-(4-(difluoromethoxy)phenyl)-2-ethoxypyrido[2,3-d]pyrimidin-7(8H)-one ClC1=CC2=C(N=C(N=C2)OCC)N(C1=O)C1=CC=C(C=C1)OC(F)F